7,7,13,13-tetramethyl-7,13-dihydro-5H-diindeno[1,2-b:1',2'-f]indole CC1(C2=CC=CC=C2C2=CC=3C4=C(NC3C=C21)C2=CC=CC=C2C4(C)C)C